6-(1,1-difluoroethyl)-1H-pyrrolo[3,2-b]pyridine FC(C)(F)C=1C=C2C(=NC1)C=CN2